6-(4-((1H-indazol-5-yl)amino)-6-methoxypyrimidin-2-yl)-N-(pyridazin-4-yl)-1H-indole-2-carboxamide N1N=CC2=CC(=CC=C12)NC1=NC(=NC(=C1)OC)C1=CC=C2C=C(NC2=C1)C(=O)NC1=CN=NC=C1